tert-butyl (trans-4-((benzylcarbamoyl) (5-bromopyrimidin-2-yl)amino)cyclohexyl)carbamate C(C1=CC=CC=C1)NC(=O)N([C@@H]1CC[C@H](CC1)NC(OC(C)(C)C)=O)C1=NC=C(C=N1)Br